C1=CC=CC=2C3=CC=CC=C3C(C12)COC(=O)N[C@H](\C=C/[C@H](C(=O)O)CC=1C=NC=CC1)CCCC (2R,5S,Z)-5-((((9H-fluoren-9-yl)methoxy)carbonyl)amino)-2-(pyridin-3-ylmethyl)non-3-enoic acid